ClC1=C(C(=CC=C1)Cl)C=1N=C(NC1C)CC1=CC2=CC=CC=C2C=C1 4-(2,6-Dichlorophenyl)-5-methyl-2-(2-naphthylmethyl)imidazole